(Z)-6-bromo-N'-(2-chlorophenyl)-4-((1-methyl-5-oxopyrrolidin-3-yl)amino)pyrrolo[1,2-b]pyridazine-3-carboximidamide BrC=1C=C2N(N=CC(=C2NC2CN(C(C2)=O)C)/C(/N)=N/C2=C(C=CC=C2)Cl)C1